2-[3-chloro-5-(trifluoromethyl)phenoxy]-N-(4-fluoro-phenyl)-N-methylacetamide ClC=1C=C(OCC(=O)N(C)C2=CC=C(C=C2)F)C=C(C1)C(F)(F)F